trinormalbutoxyzirconium monostearate C(CCCCCCCCCCCCCCCCC)(=O)[O-].C(CCC)O[Zr+](OCCCC)OCCCC